3-(4-phenoxybenzenesulfonyl)propylthiirane O(C1=CC=CC=C1)C1=CC=C(C=C1)S(=O)(=O)CCCC1SC1